C(C1=CC=CC=C1)[S@](=O)C1=CC=CC=C1 (S)-benzylphenyl sulfoxide